[Si](C)(C)(C(C)(C)C)OC[C@H](NC(=O)C=1N=C(SC1)N1CCC(CC1)CNC(=O)OCC)C(=O)OC Methyl O-(tert-butyldimethylsilyl)-N-(2-(4-(((ethoxycarbonyl)amino)methyl)piperidin-1-yl)thiazole-4-carbonyl)-L-serinate